C(=C)C1(CCC(CC1)(C)C)O 1-vinyl-4,4-dimethylcyclohexanol